ClC1=CC=C(C=C1)C1=NN(CCC1C1=CC=CC=C1)\C(\N=C(/NC(C(=O)OC(C)(C)C)=O)\N)=N/S(=O)(=O)C1=CC=C(C=C1)C(F)(F)F tert-butyl 2-((Z)-2-((Z)-(3-(4-chlorophenyl)-4-phenyl-5,6-dihydropyridazin-1(4H)-yl)(((4-(trifluoromethyl)phenyl)sulfonyl)imino)methyl) guanidino)-2-oxoacetate